4-((S)-4-((S)-2-(4-chlorophenyl)-3-(isopropylamino)propionyl)-2-methylpiperazin-1-yl)-5,8-dihydropyrido[2,3-d]pyrimidin-7(6H)-one ClC1=CC=C(C=C1)[C@H](C(=O)N1C[C@@H](N(CC1)C=1C2=C(N=CN1)NC(CC2)=O)C)CNC(C)C